O=C1N(C=C(C=C1)C1=NC(=NO1)C=1C=C(C=CC1)C)CC=1C=CC(=NC1)C#N 5-((2-oxo-5-(3-(m-tolyl)-1,2,4-oxadiazol-5-yl)pyridin-1(2H)-yl)methyl)picolinonitrile